N-((3R,4S)-4-((8-(cyclopropylmeth-yl)-6-(2,6-dichloro-3,5-dimethoxyphenyl)pyrido[3,4-d]pyrimidin-2-yl)amino)tetrahydrofuran-3-yl)acrylamide C1(CC1)CC1=NC(=CC2=C1N=C(N=C2)N[C@H]2[C@H](COC2)NC(C=C)=O)C2=C(C(=CC(=C2Cl)OC)OC)Cl